BrC1=CSC2=C1C(NC=C2C(=O)[O-])=O 3-bromo-4-oxo-4,5-dihydrothieno[3,2-c]pyridine-7-carboxylate